CC1=CC(NC(=C1)N1N=CC(=C1)C(=O)N1CCC(CC1)C(F)(F)F)=O 4-methyl-6-{4-[4-(trifluoromethyl)piperidine-1-carbonyl]-1H-pyrazol-1-yl}-1,2-dihydropyridin-2-one